1-{2-[4-(piperazin-1-yl)-2H-1,2,3-triazol-2-yl]acetyl}pyrrolidine-2-carboxamide N1(CCNCC1)C1=NN(N=C1)CC(=O)N1C(CCC1)C(=O)N